C1=CCC(C=2C3=CC=CC=C3C12)(P([O-])[O-])P([O-])[O-] 4,4-biphenylenediphosphonite